bis[2-(4-aminophenyl)ethyl]adipic acid NC1=CC=C(C=C1)CCC(C(=O)O)(CCCC(=O)O)CCC1=CC=C(C=C1)N